3-((tert-butyldimethylsilyl)oxy)-1-(cyclopropylmethyl)-1H-pyrazole-5-carboxylic acid ethyl ester C(C)OC(=O)C1=CC(=NN1CC1CC1)O[Si](C)(C)C(C)(C)C